2-propylheptyl phthalat C(C=1C(C(=O)[O-])=CC=CC1)(=O)OCC(CCCCC)CCC